C(C)(C)(C)OC(=O)N1C2CC(C1)(C2)CN2CCCC2 4-(Pyrrolidin-1-ylmethyl)-2-azabicyclo[2.1.1]hexane-2-carboxylic acid tert-butyl ester